(S)-2-[6-chloro-2-[2-(methoxymethyl)pyrimidine-4-carbonyl]-1,2,3,4-tetrahydroisoquinolin-8-yl]pyrrolidine-1-carboxylic acid tert-butyl ester C(C)(C)(C)OC(=O)N1[C@@H](CCC1)C=1C=C(C=C2CCN(CC12)C(=O)C1=NC(=NC=C1)COC)Cl